IC1=CC=C(C=C1)S(=O)[O-].[Na+] sodium 4-iodobenzenesulfinate